FC1=CC=C(\C=C\2/CC3=CC=C(C=C3C2)OC)C=C1 (E)-2-(4-fluorobenzylidene)-5-methoxy-2,3-dihydro-1H-indene